4,5-dihydro-2-methylfuran CC=1OCCC1